4-aminothiophenol NC1=CC=C(C=C1)S